ethyl (E)-1-(6-(4-methoxybut-1-en-1-yl)pyrazin-2-yl)piperidine-4-carboxylate COCC/C=C/C1=CN=CC(=N1)N1CCC(CC1)C(=O)OCC